C(CCC)(=O)O.C(CCC)(=O)O.C(CCCCCCCCC(=O)OCCCC)(=O)OCCCC dibutyl sebacate (dibutyrate)